FC(C1=NN(C=C1NC(=O)C=1C=NN2C1N=C(C=C2)N2CCN(CC2)C(=O)OC(C)(C)C)C2=CC=C(C=C2)C=O)F Tert-butyl 4-[3-[[3-(difluoromethyl)-1-(4-formylphenyl)pyrazol-4-yl]carbamoyl]pyrazolo[1,5-a]pyrimidin-5-yl]piperazine-1-carboxylate